((7aR,8R,10R,10aR)-10-(4-aminopyrrolo[2,1-f][1,2,4]triazin-7-yl)-10-cyano-4,4-dimethyl-2,6-dioxooctahydro-2H-furo[3,4-b][1,4]dioxonin-8-yl)methyl ((1-cyanocyclopropyl)methyl) carbonate C(OC[C@H]1O[C@@]([C@@H]2OC(CC(CC(O[C@@H]21)=O)(C)C)=O)(C#N)C2=CC=C1C(=NC=NN12)N)(OCC1(CC1)C#N)=O